FC=1C=C(OC=2C=CC(=NC2)C=2C(=NN(C(C2)=O)C)C(=O)N)C=CC1 [5-(3-fluorophenoxy)pyridin-2-yl]-1-methyl-6-oxo-1,6-dihydropyridazine-3-carboxamide